COC1=CC=CC2=C1OC(CO2)C2=CC=C(C=C2)OC 8-methoxy-2-(4-methoxyphenyl)-2,3-dihydrobenzo[b][1,4]dioxin